F[C@@H]1CN(CC[C@@H]1NC1=C2C=C(N(C2=CC=C1)CC(F)(F)F)C1=NN=C(S1)CNC(=O)C1CC1)C N-((5-(4-(((3R,4S)-3-fluoro-1-methylpiperidin-4-yl)amino)-1-(2,2,2-trifluoroethyl)-1H-indol-2-yl)-1,3,4-thiadiazol-2-yl)methyl)cyclopropanecarboxamide